(1-(difluoromethyl)-1H-pyrazol-4-yl)-4-(6-(4-(4-ethynylphenoxy)piperidin-1-yl)pyridin-3-yl)-2-fluoropyrazole FC(N1N=CC(=C1)C=1N(N=CC1C=1C=NC(=CC1)N1CCC(CC1)OC1=CC=C(C=C1)C#C)F)F